COC1=C(C=CC=C1)C1=CC=CC=C1 2'-methoxy-1,1'-biphenyl